ClC=1C=CC(=NC1)[C@H]1N(OCC1)C(C(C)(C)C)=O 1-[(3S)-3-(5-chloropyridin-2-yl)-1,2-oxazolidin-2-yl]-2,2-dimethylpropan-1-one